N-((2-(6-((cis)-2,6-dimethylmorpholino)-4-fluoropyridin-2-yl)-1,6-naphthyridin-7-yl)methyl)-3-((2-hydroxyethyl)sulfonyl)-4-methylbenzamide C[C@@H]1O[C@@H](CN(C1)C1=CC(=CC(=N1)C1=NC2=CC(=NC=C2C=C1)CNC(C1=CC(=C(C=C1)C)S(=O)(=O)CCO)=O)F)C